ClC1=CC(=C2C(=N1)ON=C2N)OC 6-chloro-4-methoxyisoxazolo[5,4-b]pyridin-3-amine